C1(=CC=CC=C1)N(C1=CC=C(C=C1)N)C(CC(C)C)C N-phenyl-N-(1,3-dimethylbutyl)-p-phenylenediamine